5-formyl-4-methoxy-2-phenyl-1-[[4-[2-(n-butyloxycarbonylsulfonamido)-5-isobutyl-3-thienyl]phenyl]methyl]imidazole C(=O)C1=C(N=C(N1CC1=CC=C(C=C1)C1=C(SC(=C1)CC(C)C)NS(=O)(=O)C(=O)OCCCC)C1=CC=CC=C1)OC